CNC(C)C methyl(propan-2-yl)amine